normal-butane CCCC